FC=1C=C(C=CC1F)N1C(CCCC12CCN(CC2)C2=NC(=NC(=C2)O[C@H](C(F)(F)F)C)CO)=O (S)-1-(3,4-difluorophenyl)-9-(2-(hydroxymethyl)-6-((1,1,1-trifluoropropan-2-yl)oxy)pyrimidin-4-yl)-1,9-diazaspiro[5.5]undecan-2-one